4-(4-(3-azabicyclo[3.2.2]-nonan-3-yl)-6-chloro-8-fluoro-2-(((2R,7aS)-2-fluorotetrahydro-1H-pyrrolizin-7a(5H)-yl)methoxy)-quinazolin-7-yl)-7-fluoro-benzo[d]thiazol-2-amine C12CN(CC(CC1)CC2)C2=NC(=NC1=C(C(=C(C=C21)Cl)C2=CC=C(C1=C2N=C(S1)N)F)F)OC[C@]12CCCN2C[C@@H](C1)F